The molecule is an amino hexasaccharide consisting of N-acetyl-alpha-D-galactosamine, alpha-D-galactose, beta-D-galactose, N-acetyl-alpha-D-glucosamine, beta-D-galactose, and beta-D-glucose residues joined in sequence with (1->3)-, (1->4)-, (1->4)-, (1->3)- and (1->4)-linkages, respectively. It is an amino hexasaccharide, a galactosamine oligosaccharide and a glucosamine oligosaccharide. CC(=O)N[C@@H]1[C@H]([C@H]([C@H](O[C@H]1O[C@H]2[C@H]([C@H](O[C@@H]([C@@H]2O)O[C@H]3[C@H](O[C@H]([C@@H]([C@H]3O)O)O[C@@H]4[C@H](O[C@H]([C@@H]([C@H]4O)NC(=O)C)O[C@H]5[C@H]([C@H](O[C@H]([C@@H]5O)O[C@@H]6[C@H](O[C@H]([C@@H]([C@H]6O)O)O)CO)CO)O)CO)CO)CO)O)CO)O)O